[N-](S(=O)(=O)C(F)(F)F)S(=O)(=O)C(F)(F)F.C(C)[N+](CCOC)(C)CC N,N-diethyl-N-methyl-N-(2-methoxyethyl)ammonium bis(trifluoromethylsulfonyl)imide